FC1=C(C=O)C(=C(C(=C1F)OC1CCC2=C(C=CC=C12)B1OC(C(O1)(C)C)(C)C)F)F 2,3,5,6-tetrafluoro-4-((4-(4,4,5,5-tetramethyl-1,3-dioxaborolan-2-yl)-2,3-dihydro-1H-inden-1-yl)oxy)benzaldehyde